C(=O)O.N[C@H](C(=O)O[C@H]1CN[C@@H](C1)C(=O)N1CCN(CC1)C(C1=C(C=C(C=C1)NC=1C=2N(C=CN1)C(=CN2)C2=C(C(=C(C=C2)OC)F)F)C)=O)CO [(3R,5S)-5-[4-[4-[[3-(2,3-difluoro-4-methoxy-phenyl)imidazo[1,2-a]pyrazin-8-yl]amino]-2-methyl-benzoyl]piperazine-1-carbonyl]pyrrolidin-3-yl] (2S)-2-amino-3-hydroxy-propanoate formate